BrC1=C2C(C(N(C2=CC(=C1)C(=O)OC)CC1=CC=C(C=C1)OC)=O)(COS(=O)(=O)C)CCOS(=O)(=O)C methyl 4-bromo-1-(4-methoxybenzyl)-3-(2-((methylsulfonyl)oxy)ethyl)-3-(((methylsulfonyl)oxy)methyl)-2-oxoindoline-6-carboxylate